CC1=C(C=CC(=C1)N=NC1=C(C=CC=C1)C)N1N=CC=C1 2-methyl-4-[2-(2-methylphenyl)diazenyl]phenyl-1H-pyrazol